(1r,3r)-3-(4-(2-(4-((6-(1H-1,2,3-triazol-1-yl)pyridine-3-yl)oxy)phenyl)propan-2-yl)phenoxy)cyclobutylamine N1(N=NC=C1)C1=CC=C(C=N1)OC1=CC=C(C=C1)C(C)(C)C1=CC=C(OC2CC(C2)N)C=C1